ClC1=CC=2N(C(C(=C(C2S1)N1C[C@H]2CC[C@@H](C1)N2C(C)C2=CC=C(C=C2)F)C#N)=O)C 2-chloro-7-((1R,5S)-8-(1-(4-fluorophenyl)ethyl)-3,8-diazabicyclo[3.2.1]octan-3-yl)-4-methyl-5-oxo-4,5-dihydrothieno[3,2-b]pyridine-6-carbonitrile